C1(CC1)C1=NC(=NC(=C1C1=NC=CC(=N1)OCC1=CC=C(C=C1)C=1N(C=C(N1)C(F)(F)F)C)OC)CCC 4-cyclopropyl-6-methoxy-5-[4-[[4-[1-methyl-4-(trifluoromethyl)imidazol-2-yl]phenyl]methoxy]pyrimidin-2-yl]-2-propyl-pyrimidine